[Cu].[Co].[Cu] copper-cobalt-copper